4-(1-((3-chlorophenyl)sulfonyl)piperidin-4-yl)-1-methyl-1,4-dihydropyrido[2,3-b]pyrazine ClC=1C=C(C=CC1)S(=O)(=O)N1CCC(CC1)N1C2=C(N(C=C1)C)C=CC=N2